tert-butyl (S,E)-(1-(3-chloro-5-(1-(isopropoxyimino)ethyl)-6-oxopyridazin-1(6H)-yl)-3-methylbutan-2-yl)carbamate ClC1=NN(C(C(=C1)/C(/C)=N/OC(C)C)=O)C[C@H](C(C)C)NC(OC(C)(C)C)=O